FC1=C(C=CC=C1)N(C1=CC=C2C(=N1)NN=C2NC(C2=CC=C(C=C2)C2CCN(CC2)C)=O)C N-(6-((2-Fluorophenyl)(methyl)amino)-1H-pyrazolo[3,4-b]pyridin-3-yl)-4-(1-methylpiperidin-4-yl)benzamid